C(=O)C1(CC1)N(C(OC(C)(C)C)=O)C tert-butyl N-(1-formylcyclopropyl)-N-methylcarbamate